lactose octa-propionate C(CC)(=O)OC1[C@H](OC(CC)=O)[C@@H](OC(CC)=O)[C@H](O[C@H]2[C@H](OC(CC)=O)[C@@H](OC(CC)=O)[C@@H](OC(CC)=O)[C@H](O2)COC(CC)=O)[C@H](O1)COC(CC)=O